C(C)[P+](CCCCC)(CC)CC triethyl(pentyl)phosphonium